(±)-fumarate C(\C=C\C(=O)[O-])(=O)[O-]